IC1=CC=C(C=C1)/C=C/C(=O)NCC(=O)N1CC2=CC=C(C=C2CC1)CC(=O)O 2-[2-[2-[[(E)-3-(4-iodophenyl)prop-2-enoyl]amino]acetyl]-3,4-dihydro-1H-isoquinolin-6-yl]acetic acid